4-tert-Butyl-2-(2-propenyl)phenol C(C)(C)(C)C1=CC(=C(C=C1)O)CC=C